4-(4-(2-(4,4-difluoropiperidin-1-yl)-5-fluoropyrimidin-4-yl)-1H-pyrazol-1-yl)-3-(6-azaspiro[2.5]oct-6-yl)aniline FC1(CCN(CC1)C1=NC=C(C(=N1)C=1C=NN(C1)C1=C(C=C(N)C=C1)N1CCC2(CC2)CC1)F)F